NC(CCN1[C@@H](CCC1)C(=O)O)C(=O)O N-(3-amino-3-carboxypropyl)proline